8-Bromo-7-fluoro-4-(3-oxocyclobutyl)quinoline-3-carboxylic acid BrC=1C(=CC=C2C(=C(C=NC12)C(=O)O)C1CC(C1)=O)F